(S)-Diethyl Methyl(1-Phenylpropan-2-yl)Phosphoramidate CN(P(OCC)(OCC)=O)[C@H](CC1=CC=CC=C1)C